4-[[2-fluoro-3-methoxy-propyl]-[4-(5,6,7,8-tetrahydro-1,8-naphthyridin-2-yl)butyl]amino]-2-(pyridine-3-carbonylamino)butanoic acid FC(CN(CCC(C(=O)O)NC(=O)C=1C=NC=CC1)CCCCC1=NC=2NCCCC2C=C1)COC